stigmastanol caprate C(=O)(CCCCCCCCC)OCC[C@H](CC[C@@H](C)[C@H]1CC[C@H]2[C@@H]3CCC4CCCC[C@]4(C)[C@H]3CC[C@]12C)C(C)C